BrC=1OC2=C(N1)C(=CC=C2)Cl 2-bromo-4-chlorobenzoxazole